sodium monostearyl sulfosuccinate S(=O)(=O)(O)C(C(=O)OCCCCCCCCCCCCCCCCCC)CC(=O)[O-].[Na+]